C(C)(=O)O[C@H]1C[C@H]2[C@H]([C@H]([C@H]3[C@@H]4CC[C@H]([C@@H](CC(C(CF)(CF)CF)=O)C)[C@]4(CC[C@@H]3[C@]2(CC1)C)C)OC(C)=O)CC 3α,7α-Diacetoxy-6α-ethyl-23-oxo-24,24,24-trifluoromethyl-5β-cholane